3-bromo-2-piperazin-1-yl-quinoline hydrochloride Cl.BrC=1C(=NC2=CC=CC=C2C1)N1CCNCC1